Methyl 3-(N-(4-chloro-5-cyano-2-(3-methylcyclobutoxy)phenyl)sulfamoyl)-4-cyclopropylbenzoate ClC1=CC(=C(C=C1C#N)NS(=O)(=O)C=1C=C(C(=O)OC)C=CC1C1CC1)OC1CC(C1)C